6-[2-(6-fluoro-4-methoxy-2-methyl-indol-1-yl)-ethylamino]-pyrimidin FC1=CC(=C2C=C(N(C2=C1)CCNC1=CC=NC=N1)C)OC